FC([C@H](C)NC(OC1CCCC1)=O)(F)F cyclopentyl ((S)-1,1,1-trifluoropropan-2-yl)carbamate